N1=NC(=C(C=C1)C(=O)N)C(=O)N DIAZINE-BISAMIDE